4-chloro-3-(3-(4-methoxyphenyl)propanamido)benzamide ClC1=C(C=C(C(=O)N)C=C1)NC(CCC1=CC=C(C=C1)OC)=O